C(C)(C)N1C(=NC(=C1)C(F)(F)F)C1=CC=C(C=C1)C(O)(C1=CC=C(C=C1)C=1N(C=C(N1)C(F)(F)F)C(C)C)C1=CC=C(C=C1)C=1N(C=C(N1)C(F)(F)F)C(C)C tris(4-(1-isopropyl-4-(trifluoromethyl)-1H-imidazol-2-yl)phenyl)methanol